C1([C@H](O)[C@@H](O)[C@@H](O)[C@H](O1)CO)Br D-galactopyranosylbromide